dichloro-6-(tert-butoxy)-hexylmethylsilane Cl[Si](C)(CCCCCCOC(C)(C)C)Cl